OC=1C=C(C=C(C1C(CC)=O)O)[O-] 3,5-dihydroxy-4-(1-oxopropyl)phenolate